1'-cyclobutyl-1'H-[1,4'-biimidazole]-4-amine C1(CCC1)N1C=NC(=C1)N1C=NC(=C1)N